FC=1C=C(C=CC1F)N1CCC(CC1)O (3,4-difluorophenyl)piperidin-4-ol